N-((1S,3r)-3-(5-(5-ethoxypyridin-2-yl)-4-(2-fluorophenyl)-4H-1,2,4-triazol-3-yl)cyclobutyl)-6-methylpyridineamide C(C)OC=1C=CC(=NC1)C=1N(C(=NN1)C1CC(C1)NC(=O)C1=NC(=CC=C1)C)C1=C(C=CC=C1)F